[Si]([O-])([O-])([O-])[O-].[Ca+2].[Ca+2].[Ca+2].[Na+] sodium tri-calcium silicate